(R)-(1,3-dimethyl-azetidin-3-yl)-(4-isopropyl-phenyl)-[5-(1-pyridin-2-yl-cyclopropylethynyl)-pyridin-3-yl]-methanol CN1CC(C1)(C)[C@@](O)(C=1C=NC=C(C1)C#CC1(CC1)C1=NC=CC=C1)C1=CC=C(C=C1)C(C)C